C(C)(C)(C)C1CCC(CC1)C(COC)(COC)CCC(C)(C)C 2-(4-(tert-butyl)cyclohexyl)-2-(3,3-dimethylbutyl)-1,3-dimethoxypropane